C(C1=CC=CC=C1)OC1=C(N(N=C1C)CC)C=1N=C(N(N1)CC1=CC=C(C=C1)OC)C=1N=C(N2C1C=NC(=C2)C)C(=O)N 1-[5-(4-benzyloxy-2-ethyl-5-methyl-pyrazol-3-yl)-2-[(4-methoxyphenyl)-methyl]-1,2,4-triazol-3-yl]-6-methyl-imidazo[1,5-a]pyrazine-3-carboxamide